FC(C(=O)O)(F)F.NCC(CC=1N(C(NN1)=O)CC=1SC(=CC1)C1=CC(=CC=C1)S(=O)(=O)C)=C(F)F [2-(aminomethyl)-3,3-difluoro-allyl]-4-[[5-(3-methylsulfonylphenyl)-2-thienyl]methyl]-1,2,4-triazol-3-one trifluoroacetate salt